C(N)(O[C@H](C(=O)NN(C([C@@H](F)Cl)=O)CCC(=O)N)C(C1CCCCC1)CC1=CC=CC=C1)=O ((S)-benzyl 1-(2-(3-amino-3-oxo-propyl)-2-((S)-2-chloro-2-fluoroacetyl) hydrazino)-3-cyclohexyl-1-oxo-propan-2-yl) carbamate